L-lysyl-L-arginyl-glycine N[C@@H](CCCCN)C(=O)N[C@@H](CCCNC(N)=N)C(=O)NCC(=O)O